CC1=CC=C(C=C1)S(=O)(=O)OCC(C(C(C(F)F)(F)F)(F)F)(F)F 2,2,3,3,4,4,5,5-octafluoropentyl 4-methylbenzenesulfonate